3-hydroxy-5,8-tetradecadiene OC(CC)CC=CCC=CCCCCC